N1C(=CC2=CC=CC=C12)C(=O)N1CC2=C(CC1)ON=C2C(=O)N2C1(CC1)COCCC2 4-[5-(1H-indole-2-carbonyl)-4H,5H,6H,7H-[1,2]oxazolo[4,5-c]pyridine-3-carbonyl]-8-oxa-4-azaspiro[2.6]nonane